di-methyl-amide C[N-]C